disilylmethylstyrene [SiH3]C([SiH3])C=CC1=CC=CC=C1